4-amino-4-methyl-4-phosphonobutanoic acid NC(CCC(=O)O)(P(=O)(O)O)C